3-allylamino-2-hydroxypropanesulfonic acid sodium salt [Na+].C(C=C)NCC(CS(=O)(=O)[O-])O